1-chloro-5-fluoro-2-methyl-4-nitrobenzene ClC1=C(C=C(C(=C1)F)[N+](=O)[O-])C